CN1C(N)=NC=2N=CNC2C1=S 1-methyl-6-thio-guanine